O=C1N(C2=CC(=CC=C2C(=N1)N[C@@H]1CN(CC1)C(=O)OC(C)(C)C)C(F)(F)F)C1=C(C=CC=C1)C tert-butyl (S)-3-((2-oxo-1-(o-tolyl)-7-(trifluoromethyl)-1,2-dihydroquinazolin-4-yl)amino)pyrrolidine-1-carboxylate